2,5-dichlorophenylamine ClC1=C(C=C(C=C1)Cl)N